methyl 1-(4-methoxybenzyl)-4-nitro-1H-pyrazole-3-carboxylate COC1=CC=C(CN2N=C(C(=C2)[N+](=O)[O-])C(=O)OC)C=C1